(E)-N-[2-(4,6-Dihydroxy-2-methoxy-3-methyl-benzoyl)isoindolin-4-yl]-4-(dimethylamino)but-2-enamide OC1=C(C(=C(C(=O)N2CC3=CC=CC(=C3C2)NC(\C=C\CN(C)C)=O)C(=C1)O)OC)C